O[C@@H]([C@@H](C(N1CCCC1)=O)N1C(C2(C1)NC(CC2)C)=O)C 2-((2S,3R)-3-hydroxy-1-oxo-1-(pyrrolidin-1-yl)butan-2-yl)-6-methyl-2,5-diazaspiro[3.4]octan-1-one